C(#N)C=1C=CC2=CN(N=C2C1)C(C)C1=C2C=CN(C2=C(C=C1OC)C)C(=O)OC(C)(C)C tert-butyl 4-(1-(6-cyano-2H-indazol-2-yl)ethyl)-5-methoxy-7-methyl-1H-indole-1-carboxylate